FC=1C=C2CN(C(NC2=C(C1)C)=O)CC(=O)O (6-fluoro-8-methyl-2-oxo-1,4-dihydroquinazolin-3-yl)acetic acid